[Si](C)(C)(C(C)(C)C)O[C@H](CNC(OC(C)(C)C)=O)C1=NC=CC=C1 |r| rac-tert-Butyl [2-{[tert-butyl(dimethyl)silyl]oxy}-2-(pyridin-2-yl)ethyl]carbamate